6-((6-cyano-2-(difluoromethoxy)pyridin-3-yl)methoxy)pyridine C(#N)C1=CC=C(C(=N1)OC(F)F)COC1=CC=CC=N1